CC(=O)O.C1=COC=C1 furanacetic acid